(2R,5S)-5-((R)-2-(2-hydroxyphenyl)-4,5-dihydrothiazol-4-yl)-1-methylpyrrolidine-2-carboxylic acid OC1=C(C=CC=C1)C=1SC[C@H](N1)[C@@H]1CC[C@@H](N1C)C(=O)O